N-[4-[(1r,4r)-[3-[2-[(4-Aminocyclohexyl)amino]pyrimidin-4-yl]pyrazin-2-yl]oxy]-3-fluorophenyl]2-chlorobenzenesulfonamide NC1CCC(CC1)NC1=NC=CC(=N1)C=1C(=NC=CN1)OC1=C(C=C(C=C1)NS(=O)(=O)C1=C(C=CC=C1)Cl)F